COC=1C=C2C=CC(=CC2=CC1)C=1N=C(NC1C1=CC=NC=C1)C1=CC=C(C=C1)S(=O)C 4-[4-(6-methoxynaphthalen-2-yl)-2-(4-methylsulfinylphenyl)-1H-imidazol-5-yl]pyridine